1-(1-benzyl-3-methyl-2-oxo-1,2,3,4-tetrahydroquinazolin-7-yl)-3-(4-fluorophenyl)urea C(C1=CC=CC=C1)N1C(N(CC2=CC=C(C=C12)NC(=O)NC1=CC=C(C=C1)F)C)=O